C(=O)C1=CC2=C(N(C(N2)=O)CCCC(=O)N)C=C1 (2-(5-formyl-2-oxo-2,3-dihydro-1H-benzo[d]imidazol-1-yl)ethyl)acetamide